[4-(5-bromo-6-methoxy-7-methyl-indazol-2-yl)cyclohexyl]methanol BrC1=CC2=CN(N=C2C(=C1OC)C)C1CCC(CC1)CO